FC1=CC=C(C(=N1)C)C=O (6-fluoro-2-methylpyridin-3-yl)methanone